C1(CC1)CN1C(N(C(C2=C1SC(=C2)S(=O)(=O)NC2(CC2)C)=O)CC2=CN=C(S2)C)=O 1-(Cyclopropylmethyl)-N-(1-methylcyclopropyl)-3-((2-Methylthiazole-5-yl)methyl)-2,4-dioxo-1,2,3,4-tetrahydrothieno[2,3-d]Pyrimidine-6-sulfonamide